ClC1=C(C=C(OCC(=O)NC23CC(C2)(C3)NC(COC3=NC=C(C(=C3)C)Cl)=O)C=C1)F 2-(4-chloro-3-fluorophenoxy)-N-(3-{2-[(5-chloro-4-methylpyridin-2-yl)oxy]acetamido}bicyclo[1.1.1]pentan-1-yl)acetamide